CC1=C(C=C(C(=O)N)C=C1)C(F)(F)F 4-methyl-3-(trifluoromethyl)benzamide